3-(3-ethyl-7-((3-fluoro-1-methylpiperidin-4-yl)amino)thieno[2,3-c]pyridin-2-yl)prop-2-yn C(C)C1=C(SC2=C(N=CC=C21)NC2C(CN(CC2)C)F)C#CC